5-(4-pentyl)-2-furaldehyde CCCC(C)C1=CC=C(O1)C=O